CCCCCCCCCCCC/C=C/OC(=O)C Tetradecenyl acetate